NCC1=NC=CC(=C1)C=1C=CC2=C(C(=CO2)COC2=C(C=CC(=C2)OC)CC(=O)O)C1 2-(2-((5-(2-(aminomethyl)pyridin-4-yl)benzofuran-3-yl)methoxy)-4-methoxyphenyl)acetic acid